beta-carotene ethyl-acetate C(C)CC(=O)O.CC1(C)CCCC(C)=C1\C=C\C(\C)=C\C=C\C(\C)=C\C=C\C=C(/C)\C=C\C=C(/C)\C=C\C1=C(C)CCCC1(C)C